N-(1-cyclopropyl-6-fluoro-2-(4-fluorophenyl)-5-benzimidazolyl)-5-(3-chlorophenyl)-1,3,4-thiadiazol-2-amine C1(CC1)N1C(=NC2=C1C=C(C(=C2)NC=2SC(=NN2)C2=CC(=CC=C2)Cl)F)C2=CC=C(C=C2)F